COC(=O)C1=CC=NC2=CC=C(C=C12)CN1CCOCC1 6-(morpholinomethyl)quinoline-4-carboxylic acid methyl ester